N-(4-((9H-Fluoren-2-yl)amino)-2-(naphthalen-1-yl)quinazolin-6-yl)-4-methylbenzamide C1=C(C=CC=2C3=CC=CC=C3CC12)NC1=NC(=NC2=CC=C(C=C12)NC(C1=CC=C(C=C1)C)=O)C1=CC=CC2=CC=CC=C12